C(CCCCC)P(CCCCC)(CCCCCC)=O dihexyl-amyl-phosphine oxide